3-bromo-5-chloro-N,N-diethyl-2-ethylaminobenzamide Calcium phosphat P(=O)([O-])([O-])[O-].[Ca+2].BrC=1C(=C(C(=O)N(CC)CC)C=C(C1)Cl)NCC.P(=O)([O-])([O-])[O-].[Ca+2].[Ca+2]